N-(5-(4-(2,7-diazaspiro[3.5]nonan-7-yl)quinazoline-6-yl)-2-methoxypyridin-3-yl)-2,4,6-trifluoro-benzenesulfonamide trifluoroacetate FC(C(=O)O)(F)F.C1NCC12CCN(CC2)C2=NC=NC1=CC=C(C=C21)C=2C=C(C(=NC2)OC)NS(=O)(=O)C2=C(C=C(C=C2F)F)F